BrC1=CC=C(C2=CC=CC=C12)C1=NN=C(C2=CC=CC=C12)C1=CC=2C(C3=CC=CC=C3C2C=C1)(C)C 1-(4-bromonaphthalen-1-yl)-4-(9,9-dimethyl-9H-fluoren-2-yl)phthalazine